CC(C(C)C=1C=C(C=C(C1)O)O)C(CCCC)C 5-(3,4-Dimethyloctan-2-yl)benzene-1,3-diol